(6-chloro-3-pyridyl)-N-methyl-pyrazolo[1,5-a]pyridine-5-carboxamide ClC1=CC=C(C=N1)C1=NN2C(C=C(C=C2)C(=O)NC)=C1